(S)-5-(4-((5-fluoro-2-methyl-3-oxo-4H-quinoxalin-6-yl)methyl)-2-methylpiperazine-1-yl)-N-methylpyridine-2-carboxamide FC1=C2NC(C(=NC2=CC=C1CN1C[C@@H](N(CC1)C=1C=CC(=NC1)C(=O)NC)C)C)=O